C(=O)(OC(C)(C)C)C(CCC[C@H](N)C(=O)O)N epsilon-Boc-(S)-lysine